3,3-dimethyl-6-(4,4,5,5-tetramethyl-1,3,2-dioxaborolan-2-yl)indolin-2-one CC1(C(NC2=CC(=CC=C12)B1OC(C(O1)(C)C)(C)C)=O)C